(1R,3S,4S,5S)-4-(benzyloxy)-3-((((1s,4R)-4-phenylcyclohexyl)-oxy)methyl)-2-azabicyclo[3.2.0]heptane C(C1=CC=CC=C1)O[C@@H]1[C@@H](N[C@@H]2CC[C@H]12)COC1CCC(CC1)C1=CC=CC=C1